ClC1=NC(=NC(=N1)Cl)NNC(C1=C(C=C(C=C1)/C(=C/C(C(F)(F)F)C1=CC(=C(C(=C1)Cl)Cl)Cl)/F)C(F)(F)F)=O (Z)-N'-(4,6-dichloro-1,3,5-triazin-2-yl)-4-(1,4,4,4-tetrafluoro-3-(3,4,5-trichlorophenyl)but-1-en-1-yl)-2-(trifluoromethyl)benzoyl-hydrazine